2-methyl-2-{2-[(3R)-3-methylmorpholin-4-yl]-7-[1-(oxan-2-yl)-1H-pyrazol-5-yl]imidazo[1,5-b]pyridazin-4-yl}propanenitrile CC(C#N)(C)C=1C=2N(N=C(C1)N1[C@@H](COCC1)C)C(=NC2)C2=CC=NN2C2OCCCC2